N-(4-cyano-3-(trifluoromethyl)phenyl)-2-(4-(2-(1-(2-(2,6-dioxopiperidine-3-yl)-1,3-dioxo-2,3-dihydro-1H-isoindol-5-yl)azetidin-3-yl)ethyl)-1H-pyrazol-1-yl)-2-Methylpropionamide C(#N)C1=C(C=C(C=C1)NC(C(C)(C)N1N=CC(=C1)CCC1CN(C1)C=1C=C2C(N(C(C2=CC1)=O)C1C(NC(CC1)=O)=O)=O)=O)C(F)(F)F